n-amyl nitrite CCCCCON=O